N2,N3-Bis(4-chlorobenzyl)quinoxaline-2,3-diamine ClC1=CC=C(CNC2=NC3=CC=CC=C3N=C2NCC2=CC=C(C=C2)Cl)C=C1